C(C)OC(=O)C1=NC=NC(=C1)C(F)(F)F 6-(trifluoromethyl)pyrimidine-4-carboxylic acid ethyl ester